(R)-2-(N-[4-Amino-5-[6-(difluoromethoxy)pyridin-3-carbonyl]thiazol-2-yl]-4-chloro-3-fluoroanilino)propanamid NC=1N=C(SC1C(=O)C=1C=NC(=CC1)OC(F)F)N(C1=CC(=C(C=C1)Cl)F)[C@@H](C(=O)N)C